1,1-bis(4-hydroxyphenyl)-3,3,5-trimethyl-Cyclohexane (1R,4R)-ethyl-4-(6-bromo-4-methylpyridin-2-yl)-4-hydroxycyclohexanecarboxylate C(C)OC(=O)C1CCC(CC1)(O)C1=NC(=CC(=C1)C)Br.OC1=CC=C(C=C1)C1(CC(CC(C1)C)(C)C)C1=CC=C(C=C1)O